[Cl-].[Cl-].C1(=CC=C(C=C1)C(=[Zr+2](C1=C(C(=CC=2C3=CC(=C(C=C3CC12)C(C)(C)C)C(C)(C)C)C(C)(C)C)C(C)(C)C)C1C=CC=C1)C1=CC=C(C=C1)Cl)C (p-tolyl)(p-chlorophenyl)methylene(cyclopentadienyl)(2,3,6,7-tetra-tert-butylfluorenyl)zirconium dichloride